ClC1=CC(=CC=2N=C(OC21)C=2C(=C(C=CC2)C2=C(C(=CC=C2)NC=2N=CC=C1C=C(C=NC21)CN2C[C@H](CC2)O)Cl)C)CN2C[C@H](CC2)C(=O)O (S)-1-((7-chloro-2-(2'-chloro-3'-(3-(((S)-3-hydroxypyrrolidin-1-yl)methyl)-1,7-naphthyridin-8-ylamino)-2-methylbiphenyl-3-yl)benzo[d]oxazol-5-yl)methyl)pyrrolidine-3-carboxylic acid